[3-(4-aminocinnolin-7-yl)-4-(2,2,2-trifluoroethoxy)phenyl]boronic Acid Formic Acid Salt C(=O)O.NC1=CN=NC2=CC(=CC=C12)C=1C=C(C=CC1OCC(F)(F)F)B(O)O